Lithium niobium phosphate P(=O)([O-])([O-])[O-].[Nb+5].[Li+].P(=O)([O-])([O-])[O-]